N,N'-bis(phenyl)-2,2'-dimethyl-benzidine 3-(4-bromo-1H-pyrazol-1-yl)cyclopentyl-4-methylbenzene-1-sulfonate BrC=1C=NN(C1)C1CC(CC1)OS(=O)(=O)C1=CC=C(C=C1)C.C1(=CC=CC=C1)NC1=CC(=C(C=C1)C1=C(C=C(NC2=CC=CC=C2)C=C1)C)C